C(C)C1=CC=2CC3=CC=CC=C3CC2C=C1 2-ethyl-9,10-dihydroanthracene